ClC=1C=C(C=CC1F)C(CN1[C@@H](CN(CC1)C(=O)OC(C)(C)C)CO)O tert-butyl (3S)-4-(2-(3-chloro-4-fluorophenyl)-2-hydroxyethyl)-3-(hydroxymethyl)piperazine-1-carboxylate